2-bromo-1-methylimidazole-4-sulfonyl chloride BrC=1N(C=C(N1)S(=O)(=O)Cl)C